2-(6-(1-METHYL-1H-PYRAZOL-4-YL)-2-OXO-3-(PHENETHYLAMINO)PYRAZIN-1(2H)-YL)-N-((4,5,6,7-TETRAHYDROTHIENO[3,2-C]PYRIDIN-2-YL)METHYL)ACETAMIDE CN1N=CC(=C1)C1=CN=C(C(N1CC(=O)NCC1=CC=2CNCCC2S1)=O)NCCC1=CC=CC=C1